CC1CO1 1-methylethyleneoxide